N-(6-(3-cyanopyrrolidin-1-yl)pyridazin-3-yl)-2-(3-(trifluoromethoxy)phenyl)acetamide C(#N)C1CN(CC1)C1=CC=C(N=N1)NC(CC1=CC(=CC=C1)OC(F)(F)F)=O